(3-methoxy-propoxy)propionic acid COCCCOC(C(=O)O)C